C(C)OC(=O)C1=C(NC=C1C)C 2,4-dimethyl-1H-pyrrole-3-carboxylic acid ethyl ester